tin methyl-ammonium bromide [Br-].C[NH3+].[Sn]